2-Amino-N-({2-[(1S,2S,4R,8S,9S,11S,12S,13R)-11-hydroxy-9,13-dimethyl-16-oxo-6-propyl-5,7-dioxapentacyclo[10.8.0.02,9.04,8.013,18]eicosan-14,17-dien-8-yl]-2-oxoethoxy}methyl)acetamide NCC(=O)NCOCC(=O)[C@@]12OC(O[C@@H]1C[C@H]1[C@@H]3CCC4=CC(C=C[C@@]4([C@H]3[C@H](C[C@]21C)O)C)=O)CCC